COC1=CC2=C(NC(=N2)C2=C(C=3C(NC2=O)=CN(N3)C)N[C@@H](CC)C3=NC=CC=N3)C=C1OC |o1:21| (S*)-6-(5,6-dimethoxy-1H-benzo[d]imidazol-2-yl)-2-methyl-7-((1-(pyrimidin-2-yl)propyl)amino)-2H-pyrazolo[4,3-b]pyridin-5(4H)-one